ClC1=CC(=C(C=N1)NC(=O)C1(CN(C1)C1=NC(=NC=C1)C)C1=C(C=CC=C1)C(C)C)OC N-(6-chloro-4-methoxypyridin-3-yl)-3-(2-isopropylphenyl)-1-(2-methylpyrimidin-4-yl)azetidine-3-carboxamide